N1CC(CC1)CC1CCN(CC1)C(=O)OCC1=CC=CC=C1 benzyl 4-(pyrrolidin-3-ylmethyl)piperidine-1-carboxylate